ClC1=C(N)C=CC(=C1)N1CCC(CC1)C(F)(F)F 2-chloro-4-(4-(trifluoromethyl)piperidin-1-yl)aniline